3-chloro-2'-(2-(1,1-difluoro-2-methylpropan-2-yl)pyrimidin-4-yl)-4-((3,5-difluoropyridin-2-yl)methoxy)-5',6-dimethyl-2H-[1,4'-bipyridin]-2-one ClC=1C(N(C(=CC1OCC1=NC=C(C=C1F)F)C)C1=CC(=NC=C1C)C1=NC(=NC=C1)C(C(F)F)(C)C)=O